4-(trifluoromethyl)-5H-thiazol-4-ol FC(C1(N=CSC1)O)(F)F